tert-Butyl (2S,4R)-4-azido-2-(((methylsulfonyl)oxy)methyl)pyrrolidine-1-carboxylate N(=[N+]=[N-])[C@@H]1C[C@H](N(C1)C(=O)OC(C)(C)C)COS(=O)(=O)C